FC=1C=C(C=C(C1)F)C=CC=O 3-(3,5-difluorophenyl)propenal